Cl.CN(CCCN=C=NCC)C 1-((3-dimethylaminopropyl))-3-ethylcarbodiimide hydrochloride